C(C)(C)N(P(C1=CC=C(C=C1)[Si](CCCC)(CCCC)CCCC)C1=C(C=CC=C1)OC)P(C1=CC=C(C=C1)[Si](CCCC)(CCCC)CCCC)C1=C(C=CC=C1)OC N-isopropyl-1-(2-methoxyphenyl)-N-((2-methoxyphenyl)(4-(tributylsilyl)phenyl)phosphaneyl)-1-(4-(tributylsilyl)phenyl)phosphanamine